5-(CINNOLIN-6-YL)THIAZOLE N1=NC=CC2=CC(=CC=C12)C1=CN=CS1